difluoro(6-fluoro-4-methyl-2-oxo-1H-quinolin-3-yl)acetic acid FC(C(=O)O)(C=1C(NC2=CC=C(C=C2C1C)F)=O)F